N-(5-(5-(benzylthio)indoline-1-carbonyl)-1H-imidazol-1-yl)methanesulfonamide C(C1=CC=CC=C1)SC=1C=C2CCN(C2=CC1)C(=O)C1=CN=CN1NS(=O)(=O)C